CC=1C=C(C(=O)O)C=C(C1)N1N=NN=C1 3-methyl-5-(1H-tetrazol-1-yl)benzoic acid